C(C1=CC=CC=C1)OC1=C(SC=C1)C(=O)NC=1C=NC=CC1C 3-benzyloxy-N-(4-methylpyridin-3-yl)thiophene-2-carboxamide